N-(3,5-dichloro-4-(2,6-dioxopiperidin-3-yl)benzyl)-2-(4,5-dimethyloxazol-2-yl)-2-methylpropanamide ClC=1C=C(CNC(C(C)(C)C=2OC(=C(N2)C)C)=O)C=C(C1C1C(NC(CC1)=O)=O)Cl